ClC1=C(C=C2C(=CNC2=C1)NC(=O)NC1=CC=C(C=C1)SC(F)(F)F)F 1-(6-chloro-5-fluoro-1H-indol-3-yl)-3-(4-((trifluoromethyl)thio)phenyl)urea